5-[3-(oxetan-3-yl)phenyl]pyridin-2-amine O1CC(C1)C=1C=C(C=CC1)C=1C=CC(=NC1)N